5-isopropyl-3-methylenecyclohex-1-ene C(C)(C)C1CC(C=CC1)=C